1,2,3,6-tetrahydropyridine-4-formamide N1CCC(=CC1)C(=O)N